C(CCCCCCCC)(O)O Nonandiol